O=CCCC1CCNCC1 4-(3-oxopropyl)piperidine